(1-(2-(1-Methylpiperidin-4-yl)ethyl)-1H-pyrazol-4-yl)methanamine Tert-butyl-4-(2-(4-cyano-1H-pyrazol-1-yl)ethyl)piperidine-1-carboxylate C(C)(C)(C)OC(=O)N1CCC(CC1)CCN1N=CC(=C1)C#N.CN1CCC(CC1)CCN1N=CC(=C1)CN